C(CCCCCCC\C=C/CCCCCC)(=O)O 9Z-palmitoleic acid